N-{[5-cyano-2-(2,2,2-trifluoroethoxy)-phenyl]-methyl}-6-(difluoromethoxy)-5-fluoropyridine-3-carboxamide C(#N)C=1C=CC(=C(C1)CNC(=O)C=1C=NC(=C(C1)F)OC(F)F)OCC(F)(F)F